NC1=C2C(=NC3=CC=CC=C13)N=CN=C2 5-aminopyrimido[4,5-b]quinoline